(2-amino-6-(2-chloro-3-fluorophenyl)imidazo[1,2-a]pyridin-3-yl)((1S,2S)-2-fluorocyclopropyl)methanone NC=1N=C2N(C=C(C=C2)C2=C(C(=CC=C2)F)Cl)C1C(=O)[C@H]1[C@H](C1)F